C[C@@H]([C@H]1CC[C@@H]2[C@@]1(CC[C@H]3[C@H]2CC[C@H]4[C@@]3(CCCC4)C)C)C(C(C(=O)O)(O)O)O trihydroxy-5b-cholan-24-oic acid